[Ru+2].C(C)P(C1=CC=CC=C1)CC (diethylphenylphosphine) ruthenium(II)